NC1=NC=2C=C(C(=CC2C2=C1C=NN2C)C(=O)N([C@@H]2COCC1=NC(=CC=C12)C(F)(F)F)C)F 4-amino-7-fluoro-N,1-dimethyl-N-((5S)-2-(trifluoromethyl)-5,8-dihydro-6H-pyrano[3,4-b]pyridin-5-yl)-1H-pyrazolo[4,3-c]quinoline-8-carboxamide